ClC1=CC(=C(C=C1)N1C[C@H]([C@](CC1)(O)COC1=C2N=CC(NC2=CC=C1)=O)O)F 5-[[(3R,4R)-1-(4-chloro-2-fluorophenyl)-3,4-dihydroxypiperidin-4-yl]methoxy]-1H-quinoxalin-2-one